N-(4-((4-(3,3-difluoropiperidin-1-yl)phenyl)amino)benzyl)-N-hydroxy-1-isopropylpiperidine-4-carboxamide FC1(CN(CCC1)C1=CC=C(C=C1)NC1=CC=C(CN(C(=O)C2CCN(CC2)C(C)C)O)C=C1)F